COC=1C=C(C=CC1OC)C=1NC2=CC=C(C=C2C1CC(F)(F)F)C1CCN(CC1)C(CCCN1C=NC=C1)=O 1-(4-(2-(3,4-dimethoxyphenyl)-3-(2,2,2-trifluoroethyl)-1H-indol-5-yl)piperidin-1-yl)-4-(1H-imidazol-1-yl)butan-1-one